(S)-5-hydroxy-2,3-dihydro-1H-inden OC=1C=C2CCCC2=CC1